N(=[N+]=[N-])CCCCCC(=O)NC(CC(=O)O)CC(=O)O 3-(6-azidohexanamido)pentanedioic acid